2,4,6-triisopropylphenylboronic acid C(C)(C)C1=C(C(=CC(=C1)C(C)C)C(C)C)B(O)O